ClC=1C2=C(C(N(C1)CC)=O)C(=CN2C)NC2=C(C(=O)NC([2H])([2H])[2H])C=CC(=N2)NC2=NC=CC(=C2)F ((7-chloro-5-ethyl-1-methyl-4-oxo-4,5-dihydro-1H-pyrrolo[3,2-c]pyridin-3-yl)amino)-6-((4-fluoropyridin-2-yl)amino)-N-(methyl-d3)nicotinamide